5-(ethoxymethylene)-2,2-dimethyl-1,3-dioxane-4,6-dione C(C)OC=C1C(OC(OC1=O)(C)C)=O